5-(2-((1-acetylpiperidin-4-yl)amino)-5-fluoropyrimidin-4-yl)-1-isopropylpyridin-2(1H)-one C(C)(=O)N1CCC(CC1)NC1=NC=C(C(=N1)C=1C=CC(N(C1)C(C)C)=O)F